ClC1=C2C(=CC=C1)N(C(C21CN(CC1)C(=O)C=1C=C2C(=NC1)NN=C2)=O)CC(=O)NCC(F)(F)F 2-[4-chloro-2-oxo-1'-(1H-pyrazolo[3,4-b]pyridine-5-carbonyl)spiro[indole-3,3'-pyrrolidin]-1-yl]-N-(2,2,2-trifluoroethyl)acetamide